O1COC2=C1C=CC(=C2)C=O 2H-1,3-benzodioxol-5-carbaldehyde